2,3,3-trimethyl-7-bromomethylindole CC1=NC2=C(C=CC=C2C1(C)C)CBr